cyclopentyl (4S,7R)-4-(3-hydroxyphenyl)-7-(2-methoxyphenyl)-2-methyl-5-oxo-1,4,5,6,7,8-hexahydroquinoline-3-carboxylate OC=1C=C(C=CC1)[C@@H]1C(=C(NC=2C[C@H](CC(C12)=O)C1=C(C=CC=C1)OC)C)C(=O)OC1CCCC1